C[C@H]1C=C(CN(C1)CCC=1C=NC(=NC1)C)C1=CNC2=NC=CC=C21 (S)-3-(5-methyl-1-(2-(2-methylpyrimidin-5-yl)ethyl)-1,2,5,6-tetrahydropyridin-3-yl)-1H-pyrrolo[2,3-b]pyridine